N,2,3-trimethyl-2-isopropyl-butanamide CNC(C(C(C)C)(C(C)C)C)=O